C1(=CC=C(C=C1)P(C=1[CH-]C=CC1)C1=CC=C(C=C1)C)C.[CH-]1C=CC=C1.[Fe+2] 2-di-p-tolylphosphino-ferrocene